ClC1=CC2=C(N(C(N2)=O)C2CC[N+](CC2)(CCCN2C(NC3=C2C=CC=C3)=O)[O-])C=C1 4-(5-chloro-2-oxo-2,3-dihydro-1H-benzimidazol-1-yl)-1-[3-(2-oxo-2,3-dihydro-1H-benzimidazol-1-yl)propyl]piperidine-1-oxide